2-Chloro-N-{2-[4-(difluoromethyl)-1,3-thiazol-5-yl]-2-{4-[(4-methylpyridin-2-yl)oxy]piperidin-1-yl}ethyl}-6-fluorobenzamide ClC1=C(C(=O)NCC(N2CCC(CC2)OC2=NC=CC(=C2)C)C2=C(N=CS2)C(F)F)C(=CC=C1)F